NC1=CC=CC=C1N 1,6-diaminobenzene